OC=1C=CC(=NC1C(F)(F)F)C(=O)NC1=C2C(N(C=NC2=CC=C1)CCC1=C(C=CC=C1)OC(F)(F)F)=O 5-hydroxy-N-(4-oxo-3-(2-(trifluoromethoxy)phenethyl)-3,4-dihydroquinazolin-5-yl)-6-(trifluoromethyl)picolinamide